tert-butyl 2-(4-((1-cyclopropyl-1H-pyrazol-4-yl) methyl)-2-(2-isopropylphenyl) piperazin-1-yl)-7-azaspiro[3.5]nonane-7-carboxylate C1(CC1)N1N=CC(=C1)CN1CC(N(CC1)C1CC2(C1)CCN(CC2)C(=O)OC(C)(C)C)C2=C(C=CC=C2)C(C)C